N-(5-((2-(3-oxa-8-azabicyclo[3.2.1]octan-8-yl)ethyl)carbamoyl)-2-fluorophenyl)-2-(1-methyl-1H-pyrazol-4-yl)-1H-pyrrolo[2,3-b]pyridine-5-carboxamide C12COCC(CC1)N2CCNC(=O)C=2C=CC(=C(C2)NC(=O)C=2C=C1C(=NC2)NC(=C1)C=1C=NN(C1)C)F